n-butylammonium bromid [Br-].C(CCC)[NH3+]